C(CCC)NC(=CC(=O)C1=CC=CC=C1)C 3-(butylamino)-1-phenyl-2-Buten-1-one